2'-chloro-N-[5-(1,5-dimethyl-1H-pyrazole-3-carbonyl)-4H,5H,6H-pyrrolo[3,4-d][1,3]thiazol-2-yl]-5'-methoxy-6-methyl-[4,4'-bipyridine]-3-carboxamide ClC1=NC=C(C(=C1)C1=C(C=NC(=C1)C)C(=O)NC=1SC2=C(N1)CN(C2)C(=O)C2=NN(C(=C2)C)C)OC